NC=1N=C(SC1C(C1=CC=C(C=C1)S(=O)(=O)C)=O)N(C1=CC=C(C=C1)F)C(C(=O)N)C (N-[4-Amino-5-(4-methylsulfonylbenzoyl)thiazol-2-yl]-4-fluoroanilino)propanamid